C(C1=CC=CC=C1)N(CCOCCO)C 2-[2-[benzyl(methyl)amino]ethoxy]ethanol